CN(C(O)=O)C1=NC2=C(N1)C=CC(=C2)C=2C=NN(C2)C.FC2(CCN(CC2)C(=O)C=2C=CC=NC2)F 5-(4,4-difluoropiperidine-1-carbonyl)pyridine Methyl-(5-(1-methyl-1H-pyrazol-4-yl)-1H-benzo[d]imidazol-2-yl)carbamate